FC(C=1C=C2C(=CC1)NC(C21CCN(CC1)CCOC=1C=NC=2N(C(C=C(C2C1)C(F)(F)F)=O)C1CC(C1)(C)O)=O)F 5-(difluoromethyl)-1'-[2-({7-oxo-8-[(cis)-3-hydroxy-3-methylcyclobutyl]-5-(trifluoromethyl)-7,8-dihydro-1,8-naphthyridin-3-yl}oxy)ethyl]-1,2-dihydrospiro[indole-3,4'-piperidin]-2-one